FC(C1=NC(=NO1)C=1C=C2CC[C@H](C2=CC1)NC(=O)C1CCCC1)F (R)-N-(5-(5-(difluoromethyl)-1,2,4-oxadiazol-3-yl)-2,3-dihydro-1H-inden-1-yl)cyclopentanecarboxamide